[NH4+].N[C@@H](CCC(=O)O)C(=O)[O-] L-glutamic acid monoammonium salt